(2S,3S)-1,2,3,5-tetramethyl-4-[2-methyl-4-(1-methylpyrazol-4-yl)phenyl]sulfonyl-2,3-dihydroquinoxaline CN1[C@H]([C@@H](N(C2=C(C=CC=C12)C)S(=O)(=O)C1=C(C=C(C=C1)C=1C=NN(C1)C)C)C)C